9-phenyl-9H-Carbazole C1(=CC=CC=C1)N1C2=CC=CC=C2C=2C=CC=CC12